N-(2-methyl-4-(2-((1-methyl-1H-pyrazol-4-yl)amino)pyrimidin-4-yl)benzyl)azetidine-1-carboxamide CC1=C(CNC(=O)N2CCC2)C=CC(=C1)C1=NC(=NC=C1)NC=1C=NN(C1)C